ethyl (R)-2-(1-(8-(tert-butoxy)-8-oxooctyl)-6-(1-((tert-butoxycarbonyl)amino)ethyl)-1H-pyrrolo[2,3-b]pyridin-2-yl)-5-methoxy-3-methylimidazo[1,2-a]pyridine-7-carboxylate C(C)(C)(C)OC(CCCCCCCN1C(=CC=2C1=NC(=CC2)[C@@H](C)NC(=O)OC(C)(C)C)C=2N=C1N(C(=CC(=C1)C(=O)OCC)OC)C2C)=O